phosphoric acid 4-aminophenyl ester NC1=CC=C(C=C1)OP(O)(O)=O